C(C)(C)(C)OC(CCCNC([C@H](CCN(C(CO)=O)[C@H](C(C)(C)C)C=1N(C=C(C1)C1=C(C=CC(=C1)F)F)CC1=CC=CC=C1)N)=O)=O tert-butyl-4-({(2S)-2-amino-4-[{(1R)-1-[1-benzyl-4-(2,5-difluorophenyl)-1H-pyrrol-2-yl]-2,2-dimethylpropyl}(glycoloyl)amino]butanoyl}amino)butanoat